FC1=C(CN2C3=C(C(=C(CC2=O)C(=O)OC)O)C=CC=C3)C=CC=C1F Methyl 1-(2,3-difluorobenzyl)-5-hydroxy-2-oxo-2,3-dihydro-1H-benzo[b]azepine-4-carboxylate